2,3-dihydrobenzo[b][1,4]oxazepin-4(5H)-one O1C2=C(NC(CC1)=O)C=CC=C2